C(C)(=O)N1CCC(CC1)N1N=CC(=C1)C=1C2=C(C(=NC1)N)C(=NN2C)C2=CC(=C(C=C2)NS(=O)(=O)C(F)F)O[C@@H](C)C2=CC=C(C=C2)F (S)-N-(4-(7-(1-(1-acetylpiperidin-4-yl)-1H-pyrazol-4-yl)-4-amino-1-methyl-1H-pyrazolo[4,3-c]pyridin-3-yl)-2-(1-(4-fluorophenyl)ethoxy)phenyl)-1,1-difluoromethanesulfonamide